1-(1-acetylazetidin-3-yl)-3-(2-(difluoromethoxy)-4-methylphenyl)-1-(2-isopropylphenyl)urea C(C)(=O)N1CC(C1)N(C(=O)NC1=C(C=C(C=C1)C)OC(F)F)C1=C(C=CC=C1)C(C)C